CN(C=1C=CC2=C(NC(=N2)C2=CC(=CC=C2)NC2=CC=C(C=C2)C=2N=NC=CC2)C1)C N,N-dimethyl-2-(3-((4-(pyridazin-3-yl)phenyl)amino)phenyl)-1H-benzo[d]imidazol-6-amine